N1=CN=C2NC=NC2=C1NC(C)C=1N=C2N(C(C1C1=CC(=CC=C1)F)=O)C(=CS2)C 7-(1-(9H-purin-6-yl-amino)ethyl)-6-(3-fluorophenyl)-3-methyl-5H-thiazolo-[3,2-a]pyrimidin-5-one